NC=1C=C(C=CC1F)C(CCC1CC1)=O 1-(3-amino-4-fluorophenyl)-3-cyclopropylpropane-1-one